O1B(OB(OB1C[C@@H](CO)C=1C=NC=C(C1)C1=CC(=C(C=C1)OC)OCCC)C[C@@H](CO)C=1C=NC=C(C1)C1=CC(=C(C=C1)OC)OCCC)C[C@@H](CO)C=1C=NC=C(C1)C1=CC(=C(C=C1)OC)OCCC (2R,2'R,2''R)-3,3',3''-(1,3,5,2,4,6-trioxatriborinane-2,4,6-triyl)tris(2-(5-(4-methoxy-3-propoxyphenyl)pyridin-3-yl)propan-1-ol)